FC1=NN2C(N=CC3=C2C(CC3C(=O)ON3C(C2=CC=CC=C2C3=O)=O)(C(F)(F)F)C)=C1 1,3-dioxoisoindolin-2-yl 2-fluoro-8-methyl-8-(trifluoromethyl)-7,8-dihydro-6H-cyclopenta[e]pyrazolo[1,5-a]pyrimidine-6-carboxylate